2-hydroxy-4-(3-propyl-2-benzothiazolinon-6-yl)benzoic acid OC1=C(C(=O)O)C=CC(=C1)C1=CC2=C(N(C(S2)=O)CCC)C=C1